C=CC1=CC=NC=C1 γ-vinylpyridine